CC(C)(C)[O-].[Cs+] Cesium tert-Butoxide